C(C)(=O)C1=C(C=C(C=C1OC)OC)[O-] 2-acetyl-3,5-dimethoxyphenolate